(S)-(1-(benzo[d][1,3]dioxol-5-yl)propan-2-yl)carbamic acid ethyl ester C(C)OC(N[C@H](CC1=CC2=C(OCO2)C=C1)C)=O